NC1=NC(=C(C=C1C=1C=C2CCNC(C2=CC1)=O)C=1C=C2CCN(CC2=CC1)C(C)C)F 6-(2-amino-6-fluoro-5-(2-isopropyl-1,2,3,4-tetrahydroisoquinolin-6-yl)pyridin-3-yl)-3,4-dihydroisoquinolin-1(2H)-one